C=1C=NN2C1C1=CC=CC=C1C=C2C(=O)N pyrazolo[5,1-a]isoquinoline-5-carboxamide